C(#C)C1=CC=C(OC2CN(C2)C(C)=O)C=C1 1-(3-(4-ethynylphenoxy)azetidin-1-yl)ethan-1-one